1-butyl-3-vinylimidazolium C(CCC)N1C=[N+](C=C1)C=C